ClC=1C=C(C=CC1OCC1=NC=CC=C1)NC1=C(C=NC2=CC(=C(C=C12)NC(C=CC1N(CCC1)C)=O)OCC)C#N N-(4-(3-chloro-4-(pyridin-2-ylmethoxy)phenylamino)-3-cyano-7-ethoxyquinolin-6-yl)-3-(1-methylpyrrolidin-2-yl)-acrylamide